C1(=CC=CC=C1)C(C(=O)C1=CC=C(C=C1)N1CCOCC1)(CC)N(C)C phenyl-2-dimethylamino-1-(4-morpholinophenyl)-butan-1-one